((2R,4S)-4-((3-(cyclopropylmethoxy)-4-(difluoromethoxy)phenyl)amino)-2-(hydroxymethyl)pyrrolidin-1-yl)ethan-1-one C1(CC1)COC=1C=C(C=CC1OC(F)F)N[C@H]1C[C@@H](N(C1)C(C)=O)CO